N-Cbz-L-glutamic anhydride C(=O)(OCC1=CC=CC=C1)N[C@H]1CCC(=O)OC1=O